CC=1C=C(C=CC1N(CCN1CCOCC1)C)NC=1N=CC2=C(N1)CN(CC2)C(=O)OC(C)(C)C tert-butyl 2-[(3-methyl-4-{methyl[2-(morpholin-4-yl)ethyl]amino}phenyl)amino]-5H,6H,7H,8H-pyrido[3,4-d]pyrimidine-7-carboxylate